2-(4-(1-(2-cyano-N-methylacetamido)butyl)phenoxy)acetic acid C(#N)CC(=O)N(C)C(CCC)C1=CC=C(OCC(=O)O)C=C1